2-(2-Chloro-4-(2-chloro-4-(6-(N-isopropylcarbamimidoyl)-1H-benzo[d]imidazol-2-yl)phenoxy)phenyl)-N-isopropyl-1H-benzo[d]imidazole-6-carboximidamide ClC1=C(C=CC(=C1)OC1=C(C=C(C=C1)C1=NC2=C(N1)C=C(C=C2)C(NC(C)C)=N)Cl)C2=NC1=C(N2)C=C(C=C1)C(NC(C)C)=N